NC1=C(C=C(C=N1)C=1CCN(CC1)C(=O)OC(C)(C)C)F tert-butyl 4-(6-amino-5-fluoro-3-pyridinyl)-3,6-dihydro-2H-pyridine-1-carboxylate